2-amino-6-(4-((benzyloxy)carbonyl)piperazin-1-yl)-5-methyl-1H-indole-3-carboxylic acid ethyl ester C(C)OC(=O)C1=C(NC2=CC(=C(C=C12)C)N1CCN(CC1)C(=O)OCC1=CC=CC=C1)N